C(C1=CC=CC=C1)OC=1C=C(C=CC1C=O)N(CCCCOC(C)=O)CCCC.ClC(OC1=CC=C(C=C1)NC(C1=CN=C(C(=C1)NC1=C(C=CC=C1Cl)C#N)N1C[C@@H](CC1)O)=O)(F)F (R)-N-(4-(chlorodifluoromethoxy)phenyl)-5-((2-cyano-6-chlorophenyl)amino)-6-(3-hydroxypyrrolidin-1-yl)nicotinamide 4-[[3-(benzyloxy)-4-formylphenyl](butyl)amino]butyl-acetate